16-(E-4-(3,5-dimethylisoxazol-4-yl)but-3-en-2-yl)-3-isobutyl-6-methyl-1,4-dioxa-8,11-diazacyclohexadec-13-ene-2,5,9,12-tetraone CC1=NOC(=C1/C=C/C(C)C1CC=CC(NCC(NCC(C(OC(C(O1)=O)CC(C)C)=O)C)=O)=O)C